3-chloro-5-isopropyl-8-((2R,3S)-2-methyl-3-((Methylsulfinyl)methyl)azetidin-1-yl)isoquinoline ClC=1N=CC2=C(C=CC(=C2C1)C(C)C)N1[C@@H]([C@H](C1)CS(=O)C)C